O1COC2=NC(=CC=C21)CC#CC(=O)N 2H-[1,3]dioxolo[4,5-b]pyridin-5-ylbut-2-ynamide